N-(3-((3-(9H-purin-6-yl)pyridin-2-yl)amino)-4-methylphenyl)-2-cyclopropylisonicotinamide N1=CN=C2NC=NC2=C1C=1C(=NC=CC1)NC=1C=C(C=CC1C)NC(C1=CC(=NC=C1)C1CC1)=O